NC1=NC=C(C=C1C=1C=C2CCNC(C2=CC1F)=O)C1=CC=C(C=C1)N1CCN(CC1)C([C@H](C)OC)=O (S)-6-(2-amino-5-(4-(4-(2-methoxypropanoyl)piperazin-1-yl)phenyl)pyridin-3-yl)-7-fluoro-3,4-dihydroisoquinolin-1(2H)-one